ClC=1C=CC(=C(C1)S(=O)(=O)NC1=CC=C(C=C1)C1=NC(=C2C(=N1)NN=C2C)O[C@@H]2[C@@H](CNCC2)F)F 5-chloro-2-fluoro-N-(4-(4-(((3R,4S)-3-fluoropiperidin-4-yl)oxy)-3-methyl-1H-pyrazolo[3,4-d]Pyrimidin-6-yl)phenyl)benzenesulfonamide